1-(azepan-4-yl)-1,3-dihydro-2H-imidazo[4,5-b]pyridin-2-one-3-d N1CCC(CCC1)N1C(N(C2=NC=CC=C21)[2H])=O